CC(C(C[N+](C)(C)C)O)(C(=O)CC(=O)C(C(C[N+](C)(C)C)O)C(=O)[O-])C(=O)[O-] methyl-malonylcarnitine